N-cyclohexyl-tertiary butyl-methylamine C1(CCCCC1)N(C)C(C)(C)C